ClC=1C(=CC2=C(N(C[C@H](N(S2(=O)=O)C)CC(C)C)C2=CC=CC=C2)C1)C=1C=CC(=C(C(=O)O)C1)N1CCCCC1 (R)-5-(7-chloro-3-isobutyl-2-methyl-1,1-dioxido-5-phenyl-2,3,4,5-tetrahydrobenzo[f][1,2,5]thiadiazepin-8-yl)-2-(piperidin-1-yl)benzoic acid